C1CC12OCCN(C2)C2=NC=1N(C=C2)N=CC1C(=O)N 5-(4-oxa-7-azaspiro[2.5]octan-7-yl)pyrazolo[1,5-a]pyrimidine-3-formamide